CSC=1C=CC=C2C(=NN(C12)COCC[Si](C)(C)C)C(C)(C)NC(=O)C1[C@H]2CN(C[C@@H]12)C(=O)OC(C)(C)C tert-butyl (1R,5S,6r)-6-((2-(7-(methylsulfanyl)-1-((2-(trimethylsilyl) ethoxy) methyl)-1H-indazol-3-yl) propan-2-yl) carbamoyl)-3-azabicyclo[3.1.0]hexane-3-carboxylate